[3-(4-AMINOCINNOLIN-7-YL)-4-[3-(DIFLUOROMETHYL)-1H-PYRAZOL-1-YL]PHENYL]BORONIC ACID FORMIC ACID SALT C(=O)O.NC1=CN=NC2=CC(=CC=C12)C=1C=C(C=CC1N1N=C(C=C1)C(F)F)B(O)O